3-(2-Chloropyrimidin-5-yl)-1-(2-methoxypyrimidin-5-yl)-1-((5-(trifluoromethyl)-1H-pyrazol-3-yl)methyl)urea ClC1=NC=C(C=N1)NC(N(CC1=NNC(=C1)C(F)(F)F)C=1C=NC(=NC1)OC)=O